NC1=NC=NN2C1=C(C=C2C=2C=C(C(=NC2)OC)C(=O)N[C@@H]2CN(C[C@@H]2F)C(=O)C2CC(C2)(F)F)C2=CC=C(C=C2)N 5-[4-amino-5-(4-aminophenyl)pyrrolo[2,1-f][1,2,4]triazin-7-yl]-N-[(3R,4S)-1-(3,3-difluorocyclobutanecarbonyl)-4-fluoropyrrolidin-3-yl]-2-methoxypyridine-3-carboxamide